4-amino-N-(3-chloro-4-fluorophenyl)-2-methyl-3-(trifluoromethyl)-2,4,5,6-tetrahydrocyclopenta[c]pyrrole-1-carboxamide NC1CCC2=C(N(C(=C21)C(F)(F)F)C)C(=O)NC2=CC(=C(C=C2)F)Cl